NCCNC(OCCCC)=O n-butyl (2-aminoethyl carbamate)